ClC=1C=C(NC2(CCC3(C(CC4=CC=CC=C34)CCCN3C=NC=C(C3=O)C)CC2)C(=O)O)C=CC1 (1r,4r)-4-(3-chloroanilino)-2'-[3-(5-methyl-6-oxopyrimidin-1(6H)-yl)propyl]-2',3'-dihydrospiro[cyclohexane-1,1'-indene]-4-carboxylic acid